Benzophenone N-methyl-(2-naphthyl)hydrazone CN(N=C(C1=CC=CC=C1)C1=CC=CC=C1)C1=CC2=CC=CC=C2C=C1